C(=O)C=1C=C(C#N)C=CC1 3-Formylbenzonitril